C1(=CC=CC=C1)NC1=CC=C(C=C1)N phenyl-1,4-phenylenediamine